FC(CN1C(=NC2=NC=C(C=C21)C2=CNC=1N=C(N=C(C12)OC)NC1CCC(CC1)OC)C)F 5-(1-(2,2-difluoroethyl)-2-methyl-1H-imidazo[4,5-b]pyridin-6-yl)-4-methoxy-N-((1s,4s)-4-methoxycyclohexyl)-7H-pyrrolo[2,3-d]pyrimidin-2-amine